1-[3-Bromo-6-(trifluoromethyl)-2-pyridinyl]-4,4-difluoro-azepane BrC=1C(=NC(=CC1)C(F)(F)F)N1CCC(CCC1)(F)F